2-[METHYL(2-OXOETHYL)AMINO]ACETAMIDE CN(CC(=O)N)CC=O